butyl (3-chloro-4-(7-((3-(piperidin-1-yl)propyl)carbamoyl)benzo[d]imidazo[2,1-b]thiazol-2-yl)benzyl)carbamate ClC=1C=C(CNC(OCCCC)=O)C=CC1C=1N=C2SC3=C(N2C1)C=CC(=C3)C(NCCCN3CCCCC3)=O